C(C)NC1CCC(CC1)N (1r,4r)-N1-ethylcyclohexane-1,4-diamine